Methyl 2-((4-((3,4-dichlorophenyl) thio)-3-nitrophenyl) sulfonamido)-5-fluorobenzoate ClC=1C=C(C=CC1Cl)SC1=C(C=C(C=C1)S(=O)(=O)NC1=C(C(=O)OC)C=C(C=C1)F)[N+](=O)[O-]